C[C@@H]1[C@@H](O1)C(=O)N1C[C@@]2(CCN(C2)CC(=O)N)CC1 2-((S)-7-((2R,3R)-3-methyloxirane-2-carbonyl)-2,7-diazaspiro[4.4]nonan-2-yl)acetamide